CCCCN1C(=O)C2=C3C(=C(C=C2)NN)C=CC=C3C1=O 4-hydrazino-N-butyl-1,8-naphthalimide